N-(2-hydroxy)propyl-trimethylammonium chloride [Cl-].OC(C[N+](C)(C)C)C